(R)-1-((Z)-2-{4-[6-methoxy-3-(3-methoxyphenyl)-4-methyl-2H-chromen-2-yl]phenyl}ethenyl)-3-methylpyrrolidine COC=1C=C2C(=C(C(OC2=CC1)C1=CC=C(C=C1)\C=C/N1C[C@@H](CC1)C)C1=CC(=CC=C1)OC)C